8-methoxy-N-((6-methylpyridazin-3-yl)methyl)-6-(4,4,5,5-tetramethyl-1,3,2-dioxaborolan-2-yl)quinazolin-4-amine COC=1C=C(C=C2C(=NC=NC12)NCC=1N=NC(=CC1)C)B1OC(C(O1)(C)C)(C)C